CC1=NN=C(N=N1)C1=CC=C(C[C@H](N)C(=O)O)C=C1 4-(6-methyl-1,2,4,5-tetrazin-3-yl)phenylalanine